5-amino-1-(6-bromo-5-fluoropyridin-2-yl)-1H-pyrazole-4-carboxylic acid ethyl ester C(C)OC(=O)C=1C=NN(C1N)C1=NC(=C(C=C1)F)Br